N1=C(C=CC=C1)N1C(C(=CC=C1)C(F)(F)F)=O 1-[2-pyridyl]-3-trifluoromethyl-2-pyridone